2,6-dichloro-3,5-difluorobenzyl (1R)-trans-3-(1-propenyl)-2,2-dimethylcyclopropanecarboxylate C(=CC)[C@H]1C([C@@H]1C(=O)OCC1=C(C(=CC(=C1Cl)F)F)Cl)(C)C